N-(1-(4-((tert-butyldiphenylsilyl)oxy)phenethyl)-5-cyano-1H-benzo[d]imidazol-2-yl)-3,5-Dimethylisoxazole-4-carboxamide [Si](C1=CC=CC=C1)(C1=CC=CC=C1)(C(C)(C)C)OC1=CC=C(CCN2C(=NC3=C2C=CC(=C3)C#N)NC(=O)C=3C(=NOC3C)C)C=C1